[N-](S(=O)(=O)C(F)(F)F)S(=O)(=O)C(F)(F)F.C(C)[NH+]1N(C(=CC1C)C)C 1-Ethyl-2,3,5-trimethylpyrazolinium bis(trifluoromethanesulfonyl)imide